BrC=1C=CC(=C(C=O)C1)N1CCN(CC1)C1CC1 5-bromo-2-(4-cyclopropylpiperazin-1-yl)benzaldehyde